N-((1R,3R,5S)-8-(((1R,3R,5S)-3-Amino-8-azabicyclo[3.2.1]octan-8-yl)sulfonyl)-8-azabicyclo[3.2.1]octan-3-yl)-5-(oxetan-3-yl)isoxazole-3-carboxamide NC1C[C@H]2CC[C@@H](C1)N2S(=O)(=O)N2[C@H]1CC(C[C@@H]2CC1)NC(=O)C1=NOC(=C1)C1COC1